2-methyl-5-pyrrolidin-1-ylmethyl-piperazine CC1NCC(NC1)CN1CCCC1